tert-butyl 6-(1-benzylpyrazol-4-yl)-3-ethyl-3,4-dihydro-2H-pyridine-1-carboxylate C(C1=CC=CC=C1)N1N=CC(=C1)C1=CCC(CN1C(=O)OC(C)(C)C)CC